COC1=CC=C(C=C1)C=1NC(SC1)N/N=C/C=1N=CC=2N(C3=CC=CC=C3C2C1)CC1=CC=CC=C1 4-(4-Methoxyphenyl)-2-(((E)-(9-benzyl-β-carbolin-3-yl)methylene)hydrazino)-2,3-dihydrothiazole